{4-[7-(1-Acetylpiperidin-4-yl)-4-aminopyrrolo[2,1-f][1,2,4]triazin-5-yl]-3-fluorophenyl}-2-oxo-1-phenyl-1,2-dihydropyridine-3-carboxamide C(C)(=O)N1CCC(CC1)C1=CC(=C2C(=NC=NN21)N)C2=C(C=C(C=C2)C2=C(C(N(C=C2)C2=CC=CC=C2)=O)C(=O)N)F